Cl.CC1=C(C=CC=C1C1=NN=C(O1)C=1C=C(CN2CCC(CC2)O)C=CC1)C1=CC=CC=C1 1-(3-(5-(2-methyl-[1,1'-biphenyl]-3-yl)-1,3,4-oxadiazol-2-yl)benzyl)piperidin-4-ol hydrochloride